2-((2S)-4-(6-chloro-8-(3,3-difluorocyclobutoxy)-7-(5-methyl-1H-indazol-4-yl)-2-(((S)-1-methylpyrrolidin-2-yl)methoxy)quinazolin-4-yl)piperazin-2-yl)acetonitrile ClC=1C=C2C(=NC(=NC2=C(C1C1=C2C=NNC2=CC=C1C)OC1CC(C1)(F)F)OC[C@H]1N(CCC1)C)N1C[C@@H](NCC1)CC#N